(1s,4s)-4-((7-morpholinoimidazo[1,2-c]pyrimidin-5-yl)oxy)cyclohexan-1-amine O1CCN(CC1)C1=CC=2N(C(=N1)OC1CCC(CC1)N)C=CN2